3-[4-(difluoro-methanesulfonamido)-3-[(1S)-1-(4-fluorophenyl)ethoxy]phenyl]-5-[(5-methylpyrazin-2-yl)amino]-1H-pyrazole-4-carboxamide FC(S(=O)(=O)NC1=C(C=C(C=C1)C1=NNC(=C1C(=O)N)NC1=NC=C(N=C1)C)O[C@@H](C)C1=CC=C(C=C1)F)F